C(C1=CC=CC=C1)N1C(=C(C(C2=CC=CC=C12)=O)C1=CC=C(C=C1)[N+](=O)[O-])C1=CSC=C1 1-benzyl-3-(4-nitrophenyl)-2-(thiophen-3-yl)quinolin-4(1H)-one